TETRAZOLIUM [NH+]=1NN=NC1